ClCC\C=C\CCCCCCCCCC(OCCCCCCCC)OCCCCCCCC (3E)-1-chloro-14,14-dioctyloxy-3-tetradecene